N-(azetidin-3-yl)-4-(2-chloro-4-((3-(1-(2,2-difluoroethyl)-3-(trifluoromethyl)-1H-pyrazol-4-yl)imidazo[1,2-a]pyrazin-8-yl)amino)benzoyl)piperazine-1-carboxamide formate C(=O)O.N1CC(C1)NC(=O)N1CCN(CC1)C(C1=C(C=C(C=C1)NC=1C=2N(C=CN1)C(=CN2)C=2C(=NN(C2)CC(F)F)C(F)(F)F)Cl)=O